C(C=C)N(CC)CC allyl-diethylamine